[3-[4-(6-methyl-2-pyridyl)-3-tetrahydropyran-4-yl-pyrazol-1-yl]cyclobutyl]methylamine CC1=CC=CC(=N1)C=1C(=NN(C1)C1CC(C1)CN)C1CCOCC1